CC1=CC=CC(=N1)NC(=O)C1=C(C(=O)O)C=C(C=C1)C(F)(F)F 2-((6-methylpyridin-2-yl)carbamoyl)-5-(trifluoromethyl)benzoic acid